3-((4-(dihydroxyboryl)phenyl)methyl)-1,3-benzodiazole-5-carboxylic acid trifluoroacetate salt FC(C(=O)O)(F)F.OB(C1=CC=C(C=C1)CN1C=NC2=C1C=C(C=C2)C(=O)O)O